3-amino-3-(4-(trifluoromethyl)phenyl)propan-1-ol NC(CCO)C1=CC=C(C=C1)C(F)(F)F